amino-serinol NNC(CO)CO